(1R,2R)-2-azidocyclohexane-1-amine N(=[N+]=[N-])[C@H]1[C@@H](CCCC1)N